3-(4-chlorophenyl)-1-(2,2-dimethyl-2,3-dihydrobenzofuran-5-yl)-2-(trifluoromethyl)prop-2-en-1-one ClC1=CC=C(C=C1)C=C(C(=O)C=1C=CC2=C(CC(O2)(C)C)C1)C(F)(F)F